NC1=NC(=CC(=N1)N1N=NC2=C1C=CC(=C2)OC2=CC=CC(=N2)C(C)(C)O)C=2OC=CC2 2-[6-([1-[2-amino-6-(furan-2-yl)pyrimidin-4-yl]-1,2,3-benzotriazol-5-yl]oxy)pyridin-2-yl]propan-2-ol